C1(CC(C(CC1)C(C)C)OC(C(C)(O)C)O)C menthoxy-2-methylpropane-1,2-diol